FC1=C(CO)C=C(C=C1)C(F)(F)F 2-fluoro-5-(trifluoromethyl)benzyl alcohol